ClC1=C(C2CCC1C2)C=O 3-chlorobicyclo[2.2.1]hept-2-ene-2-carbaldehyde